octahydrobenzo[c]isoxazole N1OCC2C1CCCC2